1-amino-2-methylpyrazin-1-ium 2,4,6-trimethylbenzenesulfonate CC1=C(C(=CC(=C1)C)C)S(=O)(=O)[O-].N[N+]1=C(C=NC=C1)C